C(C1=CC=CC=C1)(=O)C=1C(=NC=CC1C)C1=C(C#N)C=CC=C1 2-(3-benzoyl-4-methyl-2-pyridinyl)benzonitrile